FC1=C(C=CC(=N1)C=1C=NN(C1C1=CC=C(C=C1)OC)COCC[Si](C)(C)C)B1OC(C(O1)(C)C)(C)C 2-[[4-[6-fluoro-5-(4,4,5,5-tetramethyl-1,3,2-dioxaborolan-2-yl)-2-pyridyl]-5-(4-methoxyphenyl)pyrazol-1-yl]methoxy]ethyl-trimethyl-silane